C=1(C(=CC(=C(C1)O)O)O)C=1C(=CC(=C(C1)O)O)O [1,1'-biphenyl]-2,2',4,4',5,5'-hexol